C[C@]1(CC[C@@H]2[C@H]3CC[C@@]4([C@H](CC[C@H]4[C@@H]3CC[C@@H]2C1)[C@@H]1[C@H](C1)CN1N=C(N=N1)C)C)O (3R,5R,8R,9R,10S,13S,14S,17R)-3,13-dimethyl-17-((1R,2S)-2-((5-methyl-2H-tetrazol-2-yl)methyl)cyclopropyl)hexadecahydro-1H-cyclopenta[a]phenanthren-3-ol